tert-butyl (2S,4R)-4-fluoropyrrolidine-1,2-dicarboxylate F[C@@H]1C[C@H](N(C1)C(=O)OC(C)(C)C)C(=O)[O-]